4-(N,N'-dimethylamino)pyridine CN(C)C1=CC=NC=C1